FC1(CN(CC[C@@]1(O)C)C1=NC=CC(=N1)NC=1N=CC2=C(C=CC(=C2C1)C(C)C)N1[C@@H]([C@H](C1)CS(=O)(=O)C)C)F (4S)-3,3-difluoro-1-[4-({8-[(2R,3S)-3-(methanesulfonyl-methyl)-2-methylazetidin-1-yl]-5-(propan-2-yl)isoquinolin-3-yl}amino)pyrimidin-2-yl]-4-methyl-piperidin-4-ol